C(C)(C)(C)OC(=O)NC=1C(=NC=C(C1)CNC(CC)C1=C(C(=CC=C1)Cl)Cl)C(=O)OCC Ethyl 3-((tert-butoxycarbonyl)amino)-5-(((1-(2,3-dichlorophenyl)propyl)amino)methyl)picolinate